FC=1C=C2C(C(=CN(C2=NC1N1CC(C1)N1C=NC=C1)C=1SC=CN1)C(=O)O)=O 6-fluoro-7-[3-(1H-imidazol-1-yl)azetidin-1-yl]-4-oxo-1-(1,3-thiazol-2-yl)-1,4-dihydro-1,8-naphthyridine-3-carboxylic acid